NC1=NC=C(C=C1C(C)=O)Cl 1-(2-amino-5-chloropyridin-3-yl)ethanone